NC1=C(C(=NC=N1)NCC1CCN(CC1)C(C=C)=O)C1=CC=C(C=C1)OC1=CC(=CC=C1)F 1-(4-(((6-amino-5-(4-(3-fluorophenoxy)phenyl)pyrimidin-4-yl)amino)methyl)piperidin-1-yl)prop-2-en-1-one